BrC=1C=CC=2N(C3=CC=C(C=C3C2C1)Br)CC(CNC1=CC(=CC=C1)OC)F 3,6-dibromo-β-fluoro-N-(3-methoxyphenyl)-9H-carbazole-9-propanamine